(Z)-ethyl (3-(5-fluoro-2-methoxyphenyl)thiazolidin-2-ylidene)carbamate FC=1C=CC(=C(C1)N1/C(/SCC1)=N/C(OCC)=O)OC